4-sulfonaphthalene-2,7-dicarboxylic acid S(=O)(=O)(O)C1=CC(=CC2=CC(=CC=C12)C(=O)O)C(=O)O